4-bromo-2-chloro-6-fluoro-3-methylphenol BrC1=C(C(=C(C(=C1)F)O)Cl)C